C(C)(C)(C)[Si](OC[C@H]1[C@@H](C1)B1OC(C(O1)(C)C)(C)C)(C1=CC=CC=C1)C1=CC=CC=C1 tert-butyldiphenyl(((1R,2R)-2-(4,4,5,5-tetramethyl-1,3,2-dioxaborolan-2-yl)cyclopropyl)methoxy)silane